C(=O)(O)CC1=CC(=C(C=C1O)C1=NC2=C(N1)C=CC=C2)O 2-(4-(Carboxymethyl)-2,5-dihydroxyphenyl)-1H-benzo[d]imidazole